ClC=1C=C(C=C(C1)O)NC(=O)NCC=1C=C2CN(C(C2=CC1)=O)C1C(NC(CC1)=O)=O 1-(3-chloro-5-hydroxy-phenyl)-3-[[2-(2,6-dioxo-3-piperidyl)-1-oxo-isoindolin-5-yl]methyl]urea